BrC=1C=C(C=CC1)C[C@@H](C(=O)N1C[C@@H](CCC1)C(=O)OC)NC(=O)OC(C)(C)C methyl (R)-1-((S)-3-(3-bromophenyl)-2-((tert-butoxycarbonyl)amino)propanoyl)piperidine-3-carboxylate